C(C)N(CCCOC1=C(C=C(C=C1C)NC1=NC=C(C(=N1)N1OCCC1C1=CC=CC=C1)C#N)C)CC 2-((4-(3-(diethylamino)propoxy)-3,5-dimethylphenyl)amino)-4-(3-phenylisoxazolidin-2-yl)pyrimidine-5-Carbonitrile